C(C)(=O)N[C@H]1[C@H](OC2=CC=C(C=C2)OC)O[C@@H]([C@H]([C@@H]1O)O)CO 4-methoxyphenyl 2-(acetylamino)-2-deoxy-β-D-glucopyranoside